(2-(4-(difluoromethoxy)phenyl)-8-methoxy-2,3-dihydrobenzo[b][1,4]dioxin-6-yl)methanol FC(OC1=CC=C(C=C1)C1COC2=C(O1)C(=CC(=C2)CO)OC)F